CO[C@H]1CN(CC1)C=1SC2=C(N1)C=CC(=C2)N2C=C(C(C=C2C2=CC=C(C=C2)N2CCCC2)=O)C(=O)O (R)-1-(2-(3-methoxypyrrolidin-1-yl)benzo[d]thiazol-6-yl)-4-oxo-6-(4-(pyrrolidin-1-yl)phenyl)-1,4-dihydropyridin-3-carboxylic acid